tert-butyl methyl(5-(tributylstannyl)pyrazin-2-yl)carbamate CN(C(OC(C)(C)C)=O)C1=NC=C(N=C1)[Sn](CCCC)(CCCC)CCCC